FC1=C(C=CC=C1)C[C@@H](C)N (R)-(-)-2-(2-fluorophenyl)-1-methylethylamine